(S)-methylpyrrolidine-3-carboxylic acid hydrochloride Cl.CN1C[C@H](CC1)C(=O)O